(±)-3-(((6-bromo-3-fluoropyridin-2-yl)methoxy)methyl)-4-(4-methoxybenzyl)piperazine-1-carboxylic acid tert-butyl ester C(C)(C)(C)OC(=O)N1C[C@@H](N(CC1)CC1=CC=C(C=C1)OC)COCC1=NC(=CC=C1F)Br |r|